[Ni](Cl)Cl.C1=CC2=CC=CC3=CC=CC1=C23 acenaphthylene nickel (II) chloride